N1=C(C=CC=C1)C1(CCC1)NC(=O)C=1C=2C[C@@H]3[C@H](C2N(N1)C1=NC=CN=C1)C3 (1aR,5aR)-2-Pyrazin-2-yl-1a,2,5,5a-tetrahydro-1H-2,3-diaza-cyclopropa[a]pentalene-4-carboxylic acid (1-pyridin-2-yl-cyclobutyl)-amide